4-methoxy-5H-pyrrolo[3,2-d]pyrimidine COC=1C2=C(N=CN1)C=CN2